C(C)N=S(C(F)(F)F)(=O)C1=CC2=C(N(C(=N2)C2=NC(=CC=C2S(=O)(=O)CC)N2N=C(N=C2)C(F)(F)F)C)C=C1 ethylimino-[2-[3-ethylsulfonyl-6-[3-(trifluoromethyl)-1,2,4-triazol-1-yl]-2-pyridyl]-1-methyl-benzimidazol-5-yl]-oxo-(trifluoromethyl)-λ6-sulfane